FC1(CCC(CC1)C1=NC=CC(=C1NC(C1=CN=CC(=C1)OC(C)C)=O)C1=C(C=CC(=C1)F)F)F N-(2-(4,4-difluorocyclohexyl)-4-(2,5-difluorophenyl)pyridin-3-yl)-5-isopropoxynicotinamide